BrC=1C=NN(C1)CCOCCOS(=O)(=O)C1=CC=C(C=C1)C 2-(2-(4-bromo-1H-pyrazol-1-yl)ethoxy)ethyl-4-methylbenzenesulfonate